FC1=C(C=C2C=NNC2=C1)NC(=O)C=1C(CC(NC1C)=O)C1=CC=C(C=C1)C(F)(F)F N-(6-Fluoro-1H-Indazole-5-yl)-6-Methyl-2-oxo-4-[4-(trifluoromethyl)phenyl]-3,4-dihydro-1H-pyridine-5-carboxamide